4-(4,4-difluoropiperidin-1-yl)-2-methyloxazolo[5,4-c]pyridine 5-oxide FC1(CCN(CC1)C1=[N+](C=CC2=C1OC(=N2)C)[O-])F